IC=1C=C(C=CC1)N1CC(C1)C#N 1-(3-iodophenyl)azetidine-3-carbonitrile